4-(3-cyclopropyl-2,6-dimethyl-2H-thieno[3,2-c]pyrazol-5-yl)-N-(5-(6-ethyl-2,6-diazaspiro[3.3]hept-2-yl)pyridin-2-yl)-5-fluoropyrimidin-2-amine C1(CC1)C1=C2C(=NN1C)C(=C(S2)C2=NC(=NC=C2F)NC2=NC=C(C=C2)N2CC1(C2)CN(C1)CC)C